N-(4-(4-amino-3-(3-fluoro-4-((4-methylpyrimidin-2-yl)oxy)phenyl)-7-(1-methyl-2-(trifluoromethyl)-1H-imidazol-4-yl)thieno[3,2-c]pyridin-2-yl)-3-methylphenyl)methacrylamide NC1=NC=C(C2=C1C(=C(S2)C2=C(C=C(C=C2)NC(C(=C)C)=O)C)C2=CC(=C(C=C2)OC2=NC=CC(=N2)C)F)C=2N=C(N(C2)C)C(F)(F)F